(3-bromo-4-methoxyphenoxy)propionitrile BrC=1C=C(OC(C#N)C)C=CC1OC